COC1=CC=2N(C=C1C(C)(C)O)C(=CN2)C2=NC(=CC=C2)N[C@H]2[C@H](NC2)C 2-(7-methoxy-3-(6-(((2R,3R)-2-methylazetidin-3-yl)amino)pyridin-2-yl)imidazo[1,2-a]pyridin-6-yl)propan-2-ol